C(#N)C1=NC2=CC(=CC(=C2N=C1N1CC2(CC1)C1CCC(C2)C1)[C@@H](C)NC1=C(C(=O)O)C=CC=C1)C 2-(((1R)-1-(2-cyano-7-methyl-3-(spiro[bicyclo[2.2.1]heptane-2,3'-pyrrolidin]-1'-yl)quinoxalin-5-yl)ethyl)amino)benzoic acid